(S or R)-α-methoxy-α-trifluoromethyl-phenylacetyl chloride CO[C@](C(=O)Cl)(C(F)(F)F)C1=CC=CC=C1 |o1:2|